C(=O)O[C@@]12CCC(C[C@H]2[C@H]2C(C[C@@H]3[C@]4(CCC(C([C@@H]4CC[C@]3([C@@]2(CC1)C)C)(C)C)=O)C)=O)(C)C (4aS,6aR,6bR,8aR,12aR,12bR,14aR,14bS)-2,2,6a,6b,9,9,12a-heptamethyl-10,14-dioxodocosahydropicen-4a-yl formate